ClC1=C(C=NN1)C1=CC=C2C(N(C=NC2=C1)[C@H](C)C=1C=C(C(=O)NC([2H])([2H])[2H])C=CC1)=O (R)-3-(1-(7-(5-chloro-1H-pyrazol-4-yl)-4-oxoquinazolin-3(4H)-yl)ethyl)-N-(methyl-d3)benzamide